N-[(1R,4S)-9-(dichloromethylene)-1,2,3,4-tetrahydro-1,4-methanonaphthalin-5-yl]-3-(difluoromethyl)-1-methyl-1H-pyrazole-4-carboxamide ClC(=C1[C@@H]2CC[C@H]1C1=C(C=CC=C21)NC(=O)C=2C(=NN(C2)C)C(F)F)Cl